3,5-dichloro-N-(6-(3,3-dimethylbutyl)-6-azaspiro[2.5]oct-1-yl)benzamide ClC=1C=C(C(=O)NC2CC23CCN(CC3)CCC(C)(C)C)C=C(C1)Cl